CC(C)(C)OC(=O)N[C@H]1CCNC1 (3S)-(-)-3-(tert-butoxycarbonylamino)pyrrolidine